C(C)(=O)OC[C@@H]1N(CCN(C1)C1=CC(=C(C=C1)NC1=NC=C(C(=N1)Cl)C(F)(F)F)C1CC1)C(=O)OC(C)(C)C tert-butyl (R)-2-(acetoxymethyl)-4-(4-((4-chloro-5-(trifluoromethyl)pyrimidin-2-yl)amino)-3-cyclopropylphenyl)piperazine-1-carboxylate